8-(2,2-difluoroethoxy)-2-{[1-(2-methoxyethyl)piperidin-4-yl]Oxy}-7-(5-methyl-1H-indazol-4-yl)quinazoline FC(COC=1C(=CC=C2C=NC(=NC12)OC1CCN(CC1)CCOC)C1=C2C=NNC2=CC=C1C)F